CC=1C=2N(C=C(N1)C)N=C(C2)C2=CC1=CN(N=C1C(=C2)F)[C@@H]2CCN(C1(CC1)C2)C(=O)OC(C)(C)C tert-butyl (7R)-7-[5-(4,6-dimethylpyrazolo[1,5-a]pyrazin-2-yl)-7-fluoro-indazol-2-yl]-4-azaspiro[2.5]octane-4-carboxylate